ClC=1C=C2C=3C=CC=C(C3NC2=CC1)OC 6-chloro-1-methoxy-9H-carbazole